C(#N)C=1C=C(C=NC1OC)C=1C=C2C(=C(C=NC2=CC1)C#N)NC(C)C1=CC=CC=C1 6-(5-cyano-6-methoxy-3-pyridyl)-4-(1-phenylethylamino)quinoline-3-carbonitrile